ClC1=C(C=CC(=C1)Cl)S(=O)(=O)OC1=CC=C(C=C1)C1=CN=C(S1)C=1C=NC=CC1 4-(2-(pyridin-3-yl)thiazol-5-yl)phenyl 2,4-dichlorobenzenesulfonate